ClC1=C(C=C2C(=CN(C2=C1)C)C(C(=O)N(C)C)=O)C(=O)N1[C@@H](CN([C@H](C1)C)CC1=CC=C(C=C1)F)C 2-(6-chloro-5-((2r,5s)-4-(4-fluorobenzyl)-2,5-dimethylpiperazine-1-carbonyl)-1-methyl-1H-indol-3-yl)-N,N-dimethyl-2-oxoacetamide